tert-butyl rac-trans-1-[3-acetyl-6-[5-[(6-methylpyridazin-3-yl)amino]benzimidazol-1-yl]-2-pyridyl]-2,3,3a,5,6,6a-hexahydropyrrolo[3,2-b]pyrrole-4-carboxylate C(C)(=O)C=1C(=NC(=CC1)N1C=NC2=C1C=CC(=C2)NC=2N=NC(=CC2)C)N2[C@H]1[C@H](CC2)N(CC1)C(=O)OC(C)(C)C |r|